3-(((6-chloro-2-(trifluoromethyl)quinolin-4-yl)amino)methyl)-3-(4-methoxy-1H-pyrazol-1-yl)azetidine-1-carboxamide ClC=1C=C2C(=CC(=NC2=CC1)C(F)(F)F)NCC1(CN(C1)C(=O)N)N1N=CC(=C1)OC